5-(2-((tert-butoxycarbonyl)amino)-[1,2,4]triazolo[1,5-a]pyridin-7-yl)-2-ethoxynicotinic acid C(C)(C)(C)OC(=O)NC1=NN2C(C=C(C=C2)C=2C=NC(=C(C(=O)O)C2)OCC)=N1